C1(CC1)C(C)NC1=C2N=CN(C2=NC(=N1)C(F)(F)F)[C@H]1[C@H]([C@@H]([C@H](O1)CO)O)F (2R,3R,4S,5R)-5-[6-(1-CYCLOPROPYLETHYLAMINO)-2-(TRIFLUOROMETHYL)PURIN-9-YL]-4-FLUORO-2-(HYDROXYMETHYL)TETRAHYDROFURAN-3-OL